[Na+].C(C)(=O)C1=C(C(=C(OCC(COC2=C(C3=C(C(C=C(O3)C(=O)[O-])=O)C=C2)CCC)O)C=C1)CCC)O 7-[3-(4-Acetyl-3-hydroxy-2-propylphenoxy)-2-hydroxypropoxy]-4-oxo-8-propyl-4H-1-benzopyran-2-carboxylic acid sodium salt